CSC[C@@H]1[C@H]([C@H]([C@H](O1)OP(=O)([O-])[O-])O)O The molecule is dianion of S-methyl-5-thio-alpha-D-ribose 1-phosphate. It has a role as a human metabolite and a Saccharomyces cerevisiae metabolite. It is a conjugate base of a S-methyl-5-thio-alpha-D-ribose 1-phosphate.